N-(4-fluorophenyl)-N-(4-((7-hydroxy-6-methoxyquinolin-4-yl)oxy)phenyl)cyclopropane-1,1-dicarboxamide FC1=CC=C(C=C1)N(C(=O)C1(CC1)C(=O)N)C1=CC=C(C=C1)OC1=CC=NC2=CC(=C(C=C12)OC)O